N-((1R,2S)-2-phenylcyclopropyl)oxazole-2-carboxamide C1(=CC=CC=C1)[C@H]1[C@@H](C1)NC(=O)C=1OC=CN1